3-(3-((2-(4-carbamoyl-3,5-dimethyl-1H-pyrazol-1-yl)-5-fluoropyridin-4-yl)oxy)azetidine-1-carbonyl)-4-(3,5-difluorophenyl)-4,5-dihydro-1H-pyrazole-1-carboxylic acid tert-butyl ester C(C)(C)(C)OC(=O)N1N=C(C(C1)C1=CC(=CC(=C1)F)F)C(=O)N1CC(C1)OC1=CC(=NC=C1F)N1N=C(C(=C1C)C(N)=O)C